C(C)N1C(=NC2=C1C=C(C=C2)C#CC2=C1C=C(N=CC1=C(N=C2)NC)C2(CC2)C(=O)N)C (5-((1-ethyl-2-methyl-1H-benzo[d]imidazol-6-yl)ethynyl)-8-(methylamino)-2,7-naphthyridin-3-yl)cyclopropanecarboxamide